C(C)C(C)(N)CC diethylethan-1-amine